C(C)(C)(C)OC(=O)N1CCC2(CN(C2)C2=NC=3N(C(=C2)N(CC2=CC=C(C=C2)C2=NC=CC=C2)C(=O)OC(C)(C)C)N=CC3C3CC3)CC1 2-(7-((tert-Butoxycarbonyl)(4-(pyridin-2-yl)benzyl)amino)-3-cyclopropylpyrazolo[1,5-a]pyrimidin-5-yl)-2,7-diazaspiro[3.5]nonane-7-carboxylic acid tert-butyl ester